FC=1C(=C2N(C(C(=NC2=CC1)C)=O)C)OCC=O 2-((6-fluoro-2,4-dimethyl-3-oxo-3,4-dihydroquinoxalin-5-yl)oxy)acetaldehyde